acenaphthylenequinone tert-butyl-1-(1-(2,2-difluoroethyl)-1H-pyrazolo[3,4-b]pyrazin-6-yl)-1,4,6,7-tetrahydro-5H-pyrazolo[4,3-c]pyridine-5-carboxylate C(C)(C)(C)OC(=O)N1CC2=C(CC1)N(N=C2)C2=CN=C1C(=N2)N(N=C1)CC(F)F.C1(C(C2=CC=CC3=CC=CC1=C23)=O)=O